CC1=CN=C2N1C(=CC=C2)C=O (3-methylimidazo[1,2-a]pyridin-5-yl)methanone